C(C)(C)(C)OC(=O)N1CCC(CC1)COC=1C=2N(C=C(C1)Br)C=NC2 4-(((6-bromoimidazo[1,5-a]pyridin-8-yl)oxy)methyl)piperidine-1-carboxylic acid tert-butyl ester